S(SCCNC(/C(/CC=1NC=CC1)=N/O)=O)CCNC(/C(/CC=1NC=CC1)=N/O)=O (2e,2'e)-N,N'-(disulfanediylbis(ethane-2,1-diyl))bis(2-(hydroxyimino)-3-(1H-pyrrol-2-yl)propionamide)